NC=1C2=C(N=CN1)N(C(=C2C=2C=NC(=NC2)C(F)(F)F)C#N)C(CC)C=2N=NN(C2)C2=C(C=CC=C2)F 4-Amino-7-{1-[1-(2-fluorophenyl)-1H-1,2,3-triazol-4-yl]propyl}-5-[2-(trifluoromethyl)pyrimidin-5-yl]-7H-pyrrolo[2,3-d]pyrimidin-6-carbonitrile